COC(=O)C1=NC=CC(=C1O)CCCCN1C(CNCC1)C(C1=CC=CC=C1)C1=CC=CC=C1 4-(4-(benzhydryl-piperazin-1-yl)butyl)-3-hydroxypyridinecarboxylic acid methyl ester